FC1=C(C=C(C=C1)OC=1C(=C2C=CNC2=CC1F)CC(F)(F)F)C=1NC(=CN1)C1(CCS(CC1)(=O)=O)C=1C=C(C=CC1)CCC(=O)O 3-(3-(4-(2-(2-fluoro-5-((6-fluoro-4-(2,2,2-trifluoroethyl)-1H-indol-5-yl)oxy)phenyl)-1H-imidazol-5-yl)-1,1-dioxidotetrahydro-2H-thiopyran-4-yl)phenyl)propanoic acid